2-[(4-methoxyphenyl)methyl]-6-(6-spiro[2H-benzofuran-3,1'-cyclopropan]-4-yloxy-3-pyridinyl)-4H-imidazo[4,5-c]pyrazol-5-one COC1=CC=C(C=C1)CN1N=C2C(=C1)NC(N2C=2C=NC(=CC2)OC2=CC=CC1=C2C2(CC2)CO1)=O